C[C@]12CC(=O)[C@H]3[C@H]([C@@H]1CC[C@@]2(C(=O)CO)O)CCC4=CC(=O)C=C[C@]34C The molecule is a synthetic glucocorticoid drug that is particularly effective as an immunosuppressant, and affects virtually all of the immune system. Prednisone is a prodrug that is converted by the liver into prednisolone (a beta-hydroxy group instead of the oxo group at position 11), which is the active drug and also a steroid. It has a role as a prodrug, an anti-inflammatory drug, an antineoplastic agent, an immunosuppressive agent and an adrenergic agent. It is a 20-oxo steroid, an 11-oxo steroid, a 21-hydroxy steroid, a 17alpha-hydroxy steroid, a glucocorticoid, a 3-oxo-Delta(1),Delta(4)-steroid, a primary alpha-hydroxy ketone and a tertiary alpha-hydroxy ketone.